(1R,3S)-3-(5-amino-2H-pyrazol-3-yl)cyclopentyl (3S)-3-cyanopiperidine-1-carboxylate C(#N)[C@@H]1CN(CCC1)C(=O)O[C@H]1C[C@H](CC1)C=1NN=C(C1)N